4-[(3S)-3-(4-bromophenyl)-4-[2-[[(E)-3-[2-fluoro-4-(trifluoromethyl)phenyl]prop-2-enoyl]amino]acetyl]piperazin-1-yl]butanoic acid BrC1=CC=C(C=C1)[C@H]1CN(CCN1C(CNC(\C=C\C1=C(C=C(C=C1)C(F)(F)F)F)=O)=O)CCCC(=O)O